(S)-N-{2-[4-(1,3-benzoxazol-2-yl)-5-hydroxy-1-methyl-6-oxopyrimidin-2-yl]-1-phenyl-3,4-dihydro-1H-isoquinolin-7-yl}acetamide O1C(=NC2=C1C=CC=C2)C=2N=C(N(C(C2O)=O)C)N2[C@H](C1=CC(=CC=C1CC2)NC(C)=O)C2=CC=CC=C2